3-(1,1-difluoro-2-((1R,3r,5S)-3-(methylsulfonamido)-8-azabicyclo[3.2.1]octan-8-yl)-2-oxoethyl)-4-fluoro-N-(4-fluoro-3-methylphenyl)benzamide FC(C(=O)N1[C@H]2CC(C[C@@H]1CC2)NS(=O)(=O)C)(F)C=2C=C(C(=O)NC1=CC(=C(C=C1)F)C)C=CC2F